isobutyl methyl 2,6-dimethyl-4-(2-nitrophenyl)-1,4-dihydropyridine-3,5-dicarboxylate CC=1NC(=C(C(C1C(=O)OCC(C)C)C1=C(C=CC=C1)[N+](=O)[O-])C(=O)OC)C